N-PENTYLCYCLOHEXANE CCCCCC1CCCCC1